C(C=C)(=O)NC1=C(C(=O)NC2=CC(=NN2)CCC2=CC(=CC(=C2)OC)OC)C=C(C(=C1)N1CCN(CC1)CCC(F)(F)F)OC 2-acrylamido-N-(3-(3,5-dimethoxyphenethyl)-1H-pyrazol-5-yl)-5-methoxy-4-(4-(3,3,3-trifluoropropyl)piperazin-1-yl)benzamide